CC(C)(C)OC(=O)N1C[C@H]2CC(C[C@H]2C1)C(=O)O (3aR,5s,6aS)-2-(tert-butoxycarbonyl)octahydrocyclopenta[C]pyrrole-5-carboxylic acid